2-bromo-6-cyclopropoxy-benzonitrile BrC1=C(C#N)C(=CC=C1)OC1CC1